methyl (3S,6S,7aR,8aS,9aR)-6-(5-((diethoxyphosphoryl)difluoromethyl)benzo[b]thiophene-2-carboxamido)-5-oxodecahydro-1H-cyclopropa[d]pyrrolo[1,2-a]azocine-3-carboxylate C(C)OP(=O)(OCC)C(C1=CC2=C(SC(=C2)C(=O)N[C@H]2C[C@@H]3[C@H](C[C@@H]4N(C2=O)[C@@H](CC4)C(=O)OC)C3)C=C1)(F)F